C(C1CO1)OCCC[Si](OC(C)C)(OC(C)C)OC(C)C 3-glycidyloxypropyltriisopropoxysilane